C(C1=CC=CC=C1)OC[C@H]1COCC(N1C)=O (5S)-5-[(benzyloxy)methyl]-4-methylmorpholin-3-one